3-(tert-butyl)-N-((R)-2-(2-((1S,2S)-2-cyanocyclopropane-1-carboxamido)pyridin-4-yl)-6,7,8,9-tetrahydro-5H-benzo[7]annulen-5-yl)-1,2,4-oxadiazole-5-carboxamide C(C)(C)(C)C1=NOC(=N1)C(=O)N[C@@H]1CCCCC2=C1C=CC(=C2)C2=CC(=NC=C2)NC(=O)[C@@H]2[C@H](C2)C#N